4-fluoro-pyrazole FC=1C=NNC1